C(C1=CC=CC=C1)(=O)C1=CC(=C(OC2=C3C(=C(N=C(C3=CC=C2)OC)C(=O)NCC(=O)NC)O)C(=C1)C)C (4-benzoyl-2,6-dimethylphenoxy)-4-hydroxy-1-methoxy-N-(2-(methylamino)-2-oxoethyl)isoquinoline-3-carboxamide